C(CCCCCCCCCC)(=O)OC[C@H](COCC1=CC=CC=C1)OC(CCCCCCCCCC)=O (S)-3-(benzyloxy)propane-1,2-diol di(undecanoate)